2-((2-(2-hydroxypropan-2-yl)pyridin-4-yl)amino)pyridin-4-ol OC(C)(C)C1=NC=CC(=C1)NC1=NC=CC(=C1)O